5-fluoro-N2-(4-(2-methoxyethoxy)phenyl)-N4-(4-((2,3,4,5-tetrafluoro-6-(methylthio)benzyl)oxy)phenyl)pyrimidine-2,4-diamine FC=1C(=NC(=NC1)NC1=CC=C(C=C1)OCCOC)NC1=CC=C(C=C1)OCC1=C(C(=C(C(=C1SC)F)F)F)F